C(C)S(=O)(=O)C=1C=C2CCN(C(C2=CC1)C(NC1=CC=C(C=C1)C(C(F)(F)F)(C(F)(F)F)O)=O)C(=O)OC(C)(C)C tert-Butyl 6-(ethylsulfonyl)-1-((4-(1,1,1,3,3,3-hexafluoro-2-hydroxypropan-2-yl)phenyl)carbamoyl)-3,4-dihydroisoquinoline-2(1H)-carboxylate